OP(O)(=O)OP(=O)(O)O.C1(=C(C(=CC=C1)C)C)C1=C(O)C=CC(=C1)C(C)(C)C1=CC=C(C=C1)O (xylyl)bisphenol A diphosphate